FC=1C(=C(C=C(C1)F)[C@@H]1C2=C(NC(=C1C(=O)OC)C)COC2=O)[C@H](C)F Methyl (S)-4-(3,5-difluoro-2-((S)-1-fluoroethyl)phenyl)-2-methyl-5-oxo-1,4,5,7-tetrahydrofuro[3,4-b]pyridine-3-carboxylate